C(C1=CC=CC=C1)OC=1C=C2C(=C(N(C2=CC1)C1=CC(=C(C=C1)F)C)C1CCOCC1)C1C\C(\CCC1)=C\C(=O)OCC ethyl (2E)-2-[3-[5-benzyloxy-1-(4-fluoro-3-methyl-phenyl)-2-tetrahydropyran-4-yl-indol-3-yl]cyclohexylidene]acetate